COC(=O)C1=C(NC=C1C)C.[Si](C)(C)(C(C)(C)C)OC=1C=C(C(=C(C1)C(C)=O)F)C(F)F 1-(5-((tert-Butyldimethylsilyl)oxy)-3-(difluoromethyl)-2-fluorophenyl)ethan-1-one Methyl-2,4-dimethyl-1H-pyrrole-3-carboxylate